CC=1C(=C(C(=O)N)C=CC1C(=O)N)C (E)-Dimethylterephthalamide